2-allyl-4-methyl-cyclohexanone (-)-bornyl-acetate C12(C(CC(CC1)C2(C)C)CC(=O)O)C.C(C=C)C2C(CCC(C2)C)=O